N-[3-[7-ethenyl-2-(methylamino)pyrido[2,3-d]pyrimidin-6-yl]-4-methylphenyl]-2-(trifluoromethyl)pyridine-4-carboxamide C(=C)C=1C(=CC2=C(N=C(N=C2)NC)N1)C=1C=C(C=CC1C)NC(=O)C1=CC(=NC=C1)C(F)(F)F